7a-(((7-chloro-8-fluoro-4-(2-((tetrahydro-2H-pyran-2-yl)oxy)-6-azaspiro[3.5]nonan-6-yl)pyrido[4,3-d]pyrimidin-2-yl)oxy)methyl)hexahydro-1H-pyrrolizin ClC1=C(C=2N=C(N=C(C2C=N1)N1CC2(CC(C2)OC2OCCCC2)CCC1)OCC12CCCN2CCC1)F